[Cl-].[Cl-].[Cl-].[Mn+2] manganous trichloride